antimony trimethoxide C[O-].C[O-].C[O-].[Sb+3]